ClC=1C(=C(CN2CC3(CC2)CCN(CC3)C(=O)OC(C(F)(F)F)C(F)(F)F)C=CC1)N1CCC(CC1)(F)F 1,1,1,3,3,3-Hexafluoropropan-2-yl 2-(3-chloro-2-(4,4-difluoropiperidin-1-yl) benzyl)-2,8-diazaspiro[4.5]decane-8-carboxylate